methyl (S)-3-(4-(5-(2-(2-(2-(2-azidoethoxy)ethoxy)ethoxy)ethoxy)-2-methyl-3-oxo-2,3-dihydropyridazin-4-yl)phenyl)-2-(3,5-dichloroisonicotinamido)propanoate N(=[N+]=[N-])CCOCCOCCOCCOC1=C(C(N(N=C1)C)=O)C1=CC=C(C=C1)C[C@@H](C(=O)OC)NC(C1=C(C=NC=C1Cl)Cl)=O